(S)-2-amino-5-(4-(2-amino-2-phenylacetamido)-2-methylphenyl)-N-isopropylnicotinamide NC1=C(C(=O)NC(C)C)C=C(C=N1)C1=C(C=C(C=C1)NC([C@H](C1=CC=CC=C1)N)=O)C